FC(C(C)(C)O)(F)C=1C(=C(C=CC1)[C@@H](C)NC1=NC(=NC2=CC3=C(C=C12)[C@@](C(N3C)=O)(C)CC)C)F (R)-4-(((R)-1-(3-(1,1-difluoro-2-hydroxy-2-methylpropyl)-2-fluorophenyl)ethyl)amino)-6-ethyl-2,6,8-trimethyl-6,8-dihydro-7H-pyrrolo[3,2-g]quinazolin-7-one